N-(2-sulfamoylpyridin-4-yl)nicotinamide potassium [K].S(N)(=O)(=O)C1=NC=CC(=C1)NC(C1=CN=CC=C1)=O